CCCCCCCCCCC[C@H](CC(=O)N[C@@H]1[C@H]([C@@H]([C@H](O[C@@H]1OP(=O)(O)O[C@@H]2[C@@H]([C@H]([C@H](CO2)N)O)O)CO[C@H]3[C@@H]([C@H]([C@@H]([C@H](O3)CO)OP(=O)(O)O)OC(=O)C[C@@H](CCCCCCCCCCC)O)NC(=O)C[C@@H](CCCCCCCCCCC)O)O)OC(=O)C[C@@H](CCCCCCCCCCC)O)O The molecule is a lipid A derivative in which the phospho group at the anomeric carbon is esterified with a 4-amino-4-deoxy-beta-L-arabinopyranosyl group. It is a conjugate acid of a lipid IIA(3-) and a lipid IIA(2-).